C1(=C(C(=CC=C1)C(=O)OC)C(=O)OCC1=CC=CC=C1)C1=CC=CC=C1 2-benzyl 3-methyl [1,1'-biphenyl]-2,3-dicarboxylate